FC(C(=O)O)(F)F.C(#N)CC(N1N=CC(=C1)C=1C2=C(N=CN1)NC=C2)C=2C=C(C(=O)NC1=CC(=CC=C1)C(F)(F)F)C=CC2 3-{2-cyano-1-[4-(7H-pyrrolo[2,3-d]pyrimidin-4-yl)-1H-pyrazol-1-yl]ethyl}-N-[3-(trifluoromethyl)phenyl]-benzamide trifluoroacetate